N'-(7-((1-(2-fluorophenyl)-1H-pyrazol-4-yl)methyl)-5-(2-(trifluoromethyl)pyrimidin-5-yl)-7H-pyrrolo[2,3-d]pyrimidin-4-yl)-N,N-dimethylformimidamide FC1=C(C=CC=C1)N1N=CC(=C1)CN1C=C(C2=C1N=CN=C2N=CN(C)C)C=2C=NC(=NC2)C(F)(F)F